1,6-diazabicyclo[4.4.0]decane N12CCCCN2CCCC1